(1-amino-6-chloro-4-cyclopropylnaphthalen-2-yl)-[7-fluoro-2-(oxan-2-yl)indazol-4-yl]methanone NC1=C(C=C(C2=CC(=CC=C12)Cl)C1CC1)C(=O)C=1C2=CN(N=C2C(=CC1)F)C1OCCCC1